N1(CCNC2=CC=CC=C12)C1=CC2=C(N=C(N=C2)NC=2C=NN(C2)CCO)N(C1=O)C 6-(3,4-dihydro-2H-quinoxalin-1-yl)-2-[[1-(2-hydroxyethyl)pyrazol-4-yl]amino]-8-methyl-pyrido[2,3-d]pyrimidin-7-one